2,5-difluoro-N-((2R)-3-methyl-1-(2-methyl-1,3-dioxo-4-phenyl-2,8-diazaspiro[4.5]decan-8-yl)-1-oxobutan-2-yl)benzamide FC1=C(C(=O)N[C@@H](C(=O)N2CCC3(C(C(N(C3=O)C)=O)C3=CC=CC=C3)CC2)C(C)C)C=C(C=C1)F